3-(difluoromethoxy)-4-methyl-5-(morpholinomethyl)aniline FC(OC=1C=C(N)C=C(C1C)CN1CCOCC1)F